CNC1C(=O)NCCCC1 Methylaminocaprolactam